(2S)-2-(5,6-dimethylpyridin-3-yl)-1-methylpyrrolidin-1-ium levulinate C(CCC(=O)C)(=O)[O-].CC=1C=C(C=NC1C)[C@H]1[NH+](CCC1)C